6-amino-2'-chloro-2-(4-fluorophenyl)-6'-methyl-[3,4'-bipyridine]-5-carboxylic acid NC1=C(C=C(C(=N1)C1=CC=C(C=C1)F)C1=CC(=NC(=C1)C)Cl)C(=O)O